3-((1-(2-methoxy-4-methylpyridin-3-yl)-5-methyl-4-nitro-1H-pyrazol-3-yl)oxy)propan-1-ol COC1=NC=CC(=C1N1N=C(C(=C1C)[N+](=O)[O-])OCCCO)C